N1=C(C=CC2=CC=CC=C12)C(=O)[O-].[Na+] sodium quinolinate